(3,5-difluorophenyl)boric acid FC=1C=C(C=C(C1)F)OB(O)O